N-((1S,2R)-2-(3-chloro-6-fluoro-2-methylphenyl)-1-(5-oxo-4,5-dihydro-1,3,4-oxadiazol-2-yl)propyl)-4-hydroxy-4-methyl-chroman-8-sulfonamide ClC=1C(=C(C(=CC1)F)[C@H]([C@@H](C=1OC(NN1)=O)NS(=O)(=O)C=1C=CC=C2C(CCOC12)(C)O)C)C